(3R,6S)-6-methyl-1-(2-(p-tolyl)acetyl)piperidine-3-carboxylic acid C[C@H]1CC[C@H](CN1C(CC1=CC=C(C=C1)C)=O)C(=O)O